tert-butyl 6-(3-cyano-4-(3-hydroxynaphthalen-1-yl)-7,7-dimethyl-7,8-dihydro-5H-pyrano[4,3-b]pyridin-2-yl)-2,6-diazaspiro[3.4]octane-2-carboxylate C(#N)C=1C(=C2C(=NC1N1CC3(CN(C3)C(=O)OC(C)(C)C)CC1)CC(OC2)(C)C)C2=CC(=CC1=CC=CC=C21)O